N-(5-cyclopropyl-1H-pyrazol-3-yl)-2-(5-(naphthalen-2-ylsulfonyl)-2,5-diazabicyclo[2.2.1]heptan-2-yl)quinazolin-4-amine C1(CC1)C1=CC(=NN1)NC1=NC(=NC2=CC=CC=C12)N1C2CN(C(C1)C2)S(=O)(=O)C2=CC1=CC=CC=C1C=C2